NC1=NC=2C(=CC=CC2C=2N1C=C(N2)C(=O)N2C1CS(CC(C2)C1)(=O)=O)OC (5-amino-7-methoxyimidazo[1,2-c]quinazolin-2-yl)(3,3-dioxido-3-thia-6-azabicyclo[3.2.1]octan-6-yl)methanone